(3S,4R,5R)-1-(((R)-1-(benzo[d]oxazol-2-yl)pyrrolidin-3-yl)methyl)piperidine-3,4,5-triol O1C(=NC2=C1C=CC=C2)N2C[C@H](CC2)CN2C[C@@H](C([C@@H](C2)O)O)O